1-(3,5-dibromophenyl)-3-(3-fluoro-5-methoxyphenyl)urea BrC=1C=C(C=C(C1)Br)NC(=O)NC1=CC(=CC(=C1)OC)F